C(C)[C@]12[C@H]3CC[C@@H]4[C@H](CC[C@H]4[C@@H]3CC[C@@H]2C[C@](CC1)(C)O)C(CN1N=NN=C1C)=O 1-((3R,5R,8S,9S,10S,13S,14S,17S)-10-ethyl-3-hydroxy-3-methylhexadecahydro-1H-cyclopenta[a]phenanthren-17-yl)-2-(5-methyl-1H-tetrazol-1-yl)ethanone